[(2S)-1-(4-{[(3-chloro-4-methoxyphenyl)methyl]amino}-5-{[(pyrimidin-2-yl)methyl]carbamoyl}pyrimidin-2-yl) pyrrolidin-2-yl]methyl 6-(nitrooxy)hexanoate [N+](=O)([O-])OCCCCCC(=O)OC[C@H]1N(CCC1)C1=NC=C(C(=N1)NCC1=CC(=C(C=C1)OC)Cl)C(NCC1=NC=CC=N1)=O